CC1=C(C(=NC=C1)C(=C)C)[N+](=O)[O-] 4-Methyl-3-nitro-2-isopropenylpyridine